Cl.N1=CC=C(C2=CC=CC=C12)C(=O)O Quinoline-4-carboxylic acid hydrochloride